C(=O)(O)CCC(N1CCN(CCN(CC1)C([PH2]=O)(O)CCC(=O)O)CP(=O)(CCC(=O)O)O)([PH2]=O)O 3-({4,7-Bis-[(2-carboxy-ethyl)-hydroxy-phosphinoylmethyl]-[1,4,7]triazonan-1-ylmethyl}-hydroxy-phosphinoyl)-propionic acid